CC(CCCCCCCCCCCCCC)OC(CCCCCCC\C=C/CCCCCC)=O (Z)-9-hexadecenoic acid 2-hexadecyl ester